(4-hydroxybutyl)(4-phenylbutyl)carbamic acid tert-butyl ester C(C)(C)(C)OC(N(CCCCC1=CC=CC=C1)CCCCO)=O